ClC=1C=CC2=C(C([C@@](O2)(C(=O)NC23CC(C2)(C3)NC(COC3=CC(=C(C=C3)Cl)F)=O)C)O)C1 (2R)-5-chloro-N-{3-[2-(4-chloro-3-fluorophenoxy)acetamido]bicyclo[1.1.1]pent-1-yl}-3-hydroxy-2-methyl-2,3-dihydro-1-benzofuran-2-carboxamide